5-((5-(3-(5-(tert-butyl)oxazol-2-yl)cyclopentyl)-1H-pyrazol-3-yl)amino)-1-methyl-1,3-dihydrobenzo[c]isothiazole 2,2-dioxide C(C)(C)(C)C1=CN=C(O1)C1CC(CC1)C1=CC(=NN1)NC1=CC2=C(N(S(C2)(=O)=O)C)C=C1